C(C)OC(=O)C1=C(N=C(S1)NC1=NC(=CC(=N1)C1=CC=C(C=C1)C#N)NCC1=CC=C(C=C1)S(=O)(=O)C)C 2-[4-(4-Cyano-phenyl)-6-(4-methanesulfonyl-benzylamino)-pyrimidin-2-ylamino]-4-methyl-5-thiazolecarboxylic acid ethyl ester